(2-iodo-6-(4-(perfluoroethoxy)phenoxy)isonicotinoyl)(pyridin-1-ium-1-yl)amide IC=1C=C(C(=O)[N-][N+]2=CC=CC=C2)C=C(N1)OC1=CC=C(C=C1)OC(C(F)(F)F)(F)F